F[C@H]1[C@]2(C1)CN(C(C1=CC=C(C=C12)C1(CC1)F)=O)CC(=O)NC1=NC=C(C=N1)F 2-[(2'R,4S)-2'-fluoro-6-(1-fluorocyclopropyl)-1-oxospiro[3H-isoquinoline-4,1'-cyclopropane]-2-yl]-N-(5-fluoropyrimidin-2-yl)acetamide